NC1=C(C=C(C=N1)C1=CC=C(C=C1)N1C[C@H](CC1)N(S(=O)(=O)C)C)C=1C=C2CCNC(C2=CC1)=O (S)-N-(1-(4-(6-amino-5-(1-oxo-1,2,3,4-tetrahydroisoquinolin-6-yl)pyridin-3-yl)phenyl)pyrrolidin-3-yl)-N-methylmethanesulfonamide